dibutyl 2-(2-(benzyloxy)ethyl)malonate C(C1=CC=CC=C1)OCCC(C(=O)OCCCC)C(=O)OCCCC